C(#N)C=1C=CC=C2C(=CC(=NC12)C=1N(C=NC1)C)C(=O)N[C@@H]1CC[C@H](CC1)OC 8-cyano-2-(3-methylimidazol-4-yl)-N-[(trans)-4-methoxycyclohexyl]quinoline-4-carboxamide